C12OCCCN(C2C1)C=1C2=C(N=C(N1)OC[C@H]1N(CCC1)C)C(=C(N=C2)C2=CC(=CC1=CC=C(C(=C21)C#C)F)O)F 4-(4-(2-oxa-6-azabicyclo[5.1.0]octan-6-yl)-8-fluoro-2-(((S)-1-methylpyrrolidin-2-yl)methoxy)pyrido[4,3-d]pyrimidin-7-yl)-5-ethynyl-6-fluoronaphthalen-2-ol